C(C)(=O)[O-].C(C)N1C(=[N+](C=C1)C)C 1-ethyl-2,3-dimethylimidazolium acetate